S-(2-hydroxyethyl) ethanethioate C(C)(SCCO)=O